BrCC12CCC(CC1)(CC2)CO[Si](C)(C)C(C)(C)C ((4-(Bromomethyl)bicyclo[2.2.2]octan-1-yl)methoxy)(tert-butyl)dimethylsilane